N-benzyl-4-(tert-butyl)benzamide tert-Butyl-N-tert-butoxycarbonyl-N-(2,3-difluoro-6-nitrophenyl)carbamate C(C)(C)(C)OC(N(C1=C(C(=CC=C1[N+](=O)[O-])F)F)C(=O)OC(C)(C)C)=O.C(C1=CC=CC=C1)NC(C1=CC=C(C=C1)C(C)(C)C)=O